N1CC(C1)C1=CC=C(C=C1)N1C(=NC=2C1=NC(=CC2)C2=CC=CC=C2)C=2C(=NC=CC2)N 3-(3-(4-(azetidin-3-yl)phenyl)-5-phenyl-3H-imidazo[4,5-b]pyridin-2-yl)pyridin-2-amine